C(C)(C)(C)OC(N[C@H]1[C@@H]2C[C@H]([C@H](C1)O2)NC(COC2=CC(=C(C=C2)Cl)F)=O)=O ((1S,2R,4S,5R)-5-(2-(4-chloro-3-fluorophenoxy)acetamido)-7-oxabicyclo[2.2.1]hept-2-yl)carbamic acid tert-butyl ester